Cl.C(C)OC=1C2=C(N(C(C1C)=O)C)CNC2 4-Ethoxy-1,3-dimethyl-1,5,6,7-tetrahydro-2H-pyrrolo[3,4-b]pyridin-2-one Hydrochloride